CO[Si](CCCCCC[Si](C)(OC)OC)(C)OC 1,6-bis(dimethoxy(methyl)silyl)hexane